FC=1C(=CC=2C3=C(C=NC2C1)N(C(C31CC(C1)C=1C=NC=CC1)=O)C)C=1C=C(C(=NC1)OCCNC(C)C)NS(=O)(=O)C N-(5-(7'-Fluoro-3'-methyl-2'-oxo-3-(pyridin-3-yl)-2',3'-dihydrospiro[cyclobutane-1,1'-pyrrolo[2,3-c]quinolin]-8'-yl)-2-(2-(isopropylamino)ethoxy)pyridin-3-yl)methanesulfonamide